Tert-butyl 2-((3-methoxy-3-oxopropyl)sulfonamido)benzoate COC(CCS(=O)(=O)NC1=C(C(=O)OC(C)(C)C)C=CC=C1)=O